3-(3-Chlorophenyl)-2-methyl-2,4,5,7-tetrahydro-6H-pyrazolo[3,4-c]pyridin ClC=1C=C(C=CC1)C=1N(N=C2CNCCC21)C